3-hydroxy-3-(2-oxo-2-(4-chlorophenyl)ethyl)indol-2-one OC1(C(NC2=CC=CC=C12)=O)CC(C1=CC=C(C=C1)Cl)=O